OCC(CNC(=O)C=1N=NN(C1)CCCCC=1N=NC(=CC1)NC(CC1=CC(=CC=C1)OC(F)(F)F)=O)(C)C N-(3-hydroxy-2,2-dimethylpropyl)-1-[4-(6-{2-[3-(trifluoromethoxy)phenyl]acetamido}pyridazin-3-yl)butyl]-1H-1,2,3-triazole-4-carboxamide